FC(C)(C)C1=CC(=NC=C1)C(=O)NC1=CC(=C(C=C1)C)C=1C=NC2=CC(=NC=C2C1)NC 4-(2-fluoroprop-2-yl)-N-(4-methyl-3-(7-(methylamino)-1,6-naphthyridin-3-yl)phenyl)picolinamide